COC(CBr)=O methyl-2-bromoacetate